cis-N-((R)-1-(3-amino-5-(trifluoromethyl)phenyl)ethyl)-10-methyl-1,3,3a,5,6,14a-hexahydrofuro[3',4':8,9][1,4,7]trioxonino[2,3-g]quinazolin-12-amine NC=1C=C(C=C(C1)C(F)(F)F)[C@@H](C)NC1=NC(=NC=2C=C3C(=CC12)O[C@@H]1[C@H](OCCO3)COC1)C